(E)-N-methyl-4-phenyl-6-styryl-N-(1H-tetrazol-5-yl)quinolin-2-amine CN(C1=NC2=CC=C(C=C2C(=C1)C1=CC=CC=C1)\C=C\C1=CC=CC=C1)C1=NN=NN1